8-(isobutyryloxy)decanal C(C(C)C)(=O)OC(CCCCCCC=O)CC